Methyl (S)-7-(3'-cyano-2'-methyl-[1,1'-biphenyl]-4-carbonyl)-1,4-dioxo-7-azaspiro[4.4]nonane-8-carboxylate C(#N)C=1C(=C(C=CC1)C1=CC=C(C=C1)C(=O)N1CC2(C(CCC2=O)=O)C[C@H]1C(=O)OC)C